ethyl 2-[3-[1,3-benzodioxol-5-yl(methyl)carbamoyl]phenyl]-5-(trifluoromethyl)pyrazole-3-carboxylate O1COC2=C1C=CC(=C2)N(C(=O)C=2C=C(C=CC2)N2N=C(C=C2C(=O)OCC)C(F)(F)F)C